2-bromo-4-cyclopentyl-1,3-benzothiazole-6-carboxylic acid methyl ester COC(=O)C1=CC2=C(N=C(S2)Br)C(=C1)C1CCCC1